C(C)C1=CC2=C(CCOC23CCN(CC3)CC=3C=CC(=NC3)C(=O)OC)S1 methyl 5-[(2-ethylspiro[6,7-dihydrothieno[3,2-c]pyran-4,4'-piperidine]-1'-yl)methyl]pyridine-2-carboxylate